C(#N)N[S@@](=O)(=NC(NC1=C2C(=NC3=C1CCC3)C(CC2)(C)C)=O)C2=C(N=C(S2)C(C)(C)O)CO (S)-N-cyano-N'-((3,3-dimethyl-1,2,3,5,6,7-hexahydrodicyclopenta[b,e]pyridin-8-yl)carbamoyl)-4-(hydroxy-methyl)-2-(2-hydroxypropan-2-yl)thiazole-5-sulfonimidamide